[N+](=O)([O-])C1=CC=C(C=N1)N1CCC(CC1)=O 1-(6-nitropyridin-3-yl)piperidin-4-one